Cl.C1(CC1)C1=CC(=NO1)C1=C(C=CC=C1F)F 5-cyclopropyl-3-(2,6-difluorophenyl)isoxazole hydrochloride